3-(4,4-diethyl-2-imino-6-oxo-hexahydropyrimidin-1-yl)-N-[(1R,2R)-2-hydroxyindan-1-yl]-2,2-dimethyl-3H-benzofuran-5-carboxamide C(C)C1(NC(N(C(C1)=O)C1C(OC2=C1C=C(C=C2)C(=O)N[C@H]2[C@@H](CC1=CC=CC=C21)O)(C)C)=N)CC